COCC1CC(N(C1)C(=O)[O-])C(=O)[O-] 4-(methoxy-methyl)pyrrolidine-1,2-dicarboxylate